COC1=C(OCC2CCNCC2)C(=CC(=C1)B1OC(C(O1)(C)C)(C)C)OC 4-((2,6-dimethoxy-4-(4,4,5,5-tetramethyl-1,3,2-dioxaborolan-2-yl)phenoxy)methyl)piperidine